COC=1C=CC(=NC1)S(=O)(=N)CP(OCC)(OCC)=O diethyl ((5-methoxypyridine-2-sulfonimidoyl)methyl)phosphonate